CN(C1=CC=C(C=C1)C)CCO N-methyl-N-(2-hydroxyethyl)-p-toluidine